6-fluoro-1,3-dimethyl-1,3-dihydro-2H-benzo[d]imidazol-2-one, hydrochloride Cl.FC=1C=CC2=C(N(C(N2C)=O)C)C1